C[C@]12CC[C@@H](C[C@@H]1C[C@H]([C@@H]3[C@@H]2CC[C@]4([C@H]3CCC4=O)C)O)O The molecule is a 17-oxo steroid that is 5alpha-androstan-17-one substituted by a beta-hydroxy group at positions 3 and an alpha-hydroxy group at position 7. It is a 17-oxo steroid, a 3beta-hydroxy steroid and a 7alpha-hydroxy steroid.